ClC1=CC(=C(C=C1)C=1C=2N(N=C(C1)C=1CCOC(C1)C1=CC(=NC=C1)Cl)C(C(=C(N2)C)C)=O)F 9-(4-chloro-2-fluoro-phenyl)-7-[6-(2-chloro-4-pyridyl)-3,6-dihydro-2H-pyran-4-yl]-2,3-dimethyl-pyrimido[1,2-b]pyridazin-4-one